C(=O)C1=C(C(=C(N1)C)C(=O)O)C 5-Formyl-2,4-dimethyl-3-pyrrolecarboxylic acid